n-Butyl 4,4-di(t-butyl-peroxy)valerate C(C)(C)(C)OOC(CCC(=O)OCCCC)(C)OOC(C)(C)C